N-[1-(4-hydroxyquinazolin-2-yl)-2-oxo-1,2-dihydropyrimidin-4-yl]acetamide OC1=NC(=NC2=CC=CC=C12)N1C(N=C(C=C1)NC(C)=O)=O